N-(3-(1-isopropylpiperidin-4-yl)-1-(5-methylpyridin-2-yl)-1H-pyrazol-5-yl)-6-(1H-pyrazol-4-yl)picolinamide C(C)(C)N1CCC(CC1)C1=NN(C(=C1)NC(C1=NC(=CC=C1)C=1C=NNC1)=O)C1=NC=C(C=C1)C